Bis(1-(tert-butylperoxy)-1-methylethyl)benzene C(C)(C)(C)OOC(C)(C)C1=C(C=CC=C1)C(C)(OOC(C)(C)C)C